ClC=1C=C(C=C(C1)Cl)NC(N)=O 3-[3,5-bischlorophenyl]urea